(R)-3-(2-((3R,4R)-3-Amino-4-fluoropiperidin-1-yl)-5,6-difluoro-1H-benzo[d]imidazol-1-yl)-1-cyclopropylpyrrolidin-2-on N[C@@H]1CN(CC[C@H]1F)C1=NC2=C(N1[C@H]1C(N(CC1)C1CC1)=O)C=C(C(=C2)F)F